[Zr].[Cr].[Al] aluminum-chromium-zirconium